4-(trifluoromethyl)-2,3-dihydro-1H-indene-1-amine FC(C1=C2CCC(C2=CC=C1)N)(F)F